7-methyl-3-(piperidin-4-yl)-1-((3-(trifluoromethyl)pyridin-2-yl)methyl)quinoxalin-2(1H)-one CC1=CC=C2N=C(C(N(C2=C1)CC1=NC=CC=C1C(F)(F)F)=O)C1CCNCC1